N-(2',6'-bis(phenylselanyl)-[1,1'-biphenyl]-2-yl)picolinamide C1(=CC=CC=C1)[Se]C1=C(C(=CC=C1)[Se]C1=CC=CC=C1)C1=C(C=CC=C1)NC(C1=NC=CC=C1)=O